(6S)-3-[2-(benzyloxycarbonylamino)ethyl-(bromomethylsulfonyl)amino]-6-methyl-6,7-dihydro-4H-pyrazolo[1,5-a]pyrazine-5-carboxylic acid tert-butyl ester C(C)(C)(C)OC(=O)N1CC=2N(C[C@@H]1C)N=CC2N(S(=O)(=O)CBr)CCNC(=O)OCC2=CC=CC=C2